5-((1,3-dioxolan-2-yl)methyl)-5-(pyridin-2-yl)piperidin-2-one tert-Butyl-(S)-(1-amino-3-(4,5-dimethyl-1H-1,2,3-triazol-1-yl)-1-oxopropan-2-yl)carbamate C(C)(C)(C)N(C(O)=O)[C@H](C(=O)N)CN1N=NC(=C1C)C.O1C(OCC1)CC1(CCC(NC1)=O)C1=NC=CC=C1